N-(4-((9-isopropylisoxazolo[5,4-H]quinazolin-2-yl)amino)phenyl)-N-(2-morpholinoethyl)methanesulfonamide C(C)(C)C1=NOC2=CC=C3C=NC(=NC3=C21)NC2=CC=C(C=C2)N(S(=O)(=O)C)CCN2CCOCC2